6-[[dimethyl(oxo)-λ6-sulfanylidene]amino]pyridin-3-amine CS(=O)(C)=NC1=CC=C(C=N1)N